ClC=1C=C(C=C(C1)Cl)C1=NC(=CC(=C1)CN1CCC(CC1)CC(=O)O)OC=1C=NC(=NC1)N1CCN(CC1)CC(CO)(C)C 2-(1-((2-(3,5-dichloro-phenyl)-6-((2-(4-(3-hydroxy-2,2-dimethyl-propyl)piperazin-1-yl)pyrimidin-5-yl)oxy)pyridin-4-yl)methyl)piperidin-4-yl)acetic acid